FC(C(=O)O)(F)F.NC1=NN2C(N=CC=C2)=C1C(=O)NC(C)C=1C=C(C=2N(C1N1CC(CC1)C#N)C=NC2)Cl 2-Amino-N-(1-(8-chloro-5-(3-cyanopyrrolidin-1-yl)imidazo[1,5-a]pyridin-6-yl)ethyl)pyrazolo[1,5-a]pyrimidine-3-carboxamide trifluoroacetate salt